2-(2-(2-(3-(6,8-dichloro-2-methyl-1,2,3,4-tetrahydroisoquinolin-4-yl)phenylsulfonylamino)ethoxy)ethyl)benzene-1,3-disulfonamide ClC=1C=C2C(CN(CC2=C(C1)Cl)C)C=1C=C(C=CC1)S(=O)(=O)NCCOCCC1=C(C=CC=C1S(=O)(=O)N)S(=O)(=O)N